NCCC1=CC=C(C=C1)C1=C(C=C(C#N)C=C1)OC1=NC(=NC(=C1)N1CCOCCC1)C 4-[4-(2-aminoethyl)phenyl]-3-[2-methyl-6-(1,4-oxazepan-4-yl)pyrimidin-4-yl]oxybenzonitrile